ClC=1C=C(C(=NC1)OC=1C=CC=2N(N1)C=C(N2)C(=O)OCC)OCC(F)F ethyl 6-((5-chloro-3-(2,2-difluoroethoxy)pyridin-2-yl)oxy)imidazo[1,2-b]pyridazine-2-carboxylate